methyl 6H-Thieno[2,3]pyrrole-5-carboxylate S1C=CC2=C1CC(=N2)C(=O)OC